FC1(COC1)COC1=NC=C(C=N1)C=1C=CC(N(N1)CC1=NC(=NO1)C1=CC=CC=C1)=O 6-(2-((3-fluorooxetan-3-yl)methoxy)pyrimidin-5-yl)-2-((3-phenyl-1,2,4-oxadiazol-5-yl)methyl)pyridazin-3(2H)-one